tributyl-(phenylethynyl)stannane C(CCC)[Sn](C#CC1=CC=CC=C1)(CCCC)CCCC